N-(3-(2-((5-Fluoro-2-methoxy-4-(4-methylpiperazin-1-yl)phenyl)amino)-7H-pyrrolo[2,3-d]pyrimidin-7-yl)phenyl)propane-2-sulfonamide FC=1C(=CC(=C(C1)NC=1N=CC2=C(N1)N(C=C2)C=2C=C(C=CC2)NS(=O)(=O)C(C)C)OC)N2CCN(CC2)C